CN(C1=NC=C(C(=O)O)C=C1)C 6-(dimethylamino)nicotinic acid